4-(5-(3-((6-(3-Carboxypropanoyl)-1-fluoronaphthalen-2-yl)oxy)propoxy)-4-fluoro-6-methoxybenzo[b]thiophen-2-yl)-2,2-dimethyl-4-oxobutanoic acid C(=O)(O)CCC(=O)C=1C=C2C=CC(=C(C2=CC1)F)OCCCOC1=C(C2=C(SC(=C2)C(CC(C(=O)O)(C)C)=O)C=C1OC)F